C(C1=C(C(=CC(=C1)C)CC1=C(C(=C(C(=C1)C)O)C)C)O)C1=C(C(=CC(=C1)C)CC1=C(C(=C(C(=C1)C)O)C)C)O methylenebis[6-[(4-hydroxy-2,3,5-trimethylphenyl)methyl]-4-methylphenol]